2-fluoro-N-methoxy-N-methyl-5-(methylsulfamoyl)benzamide FC1=C(C(=O)N(C)OC)C=C(C=C1)S(NC)(=O)=O